COC=1C(=C(C=CC1)[C@H]1N(CCC1)C(CN1N=C2C(=C1C(F)(F)F)CC[C@@H]2C)=O)C 1-[(2S)-2-(3-Methoxy-2-methyl-phenyl)pyrrolidin-1-yl]-2-[(6S)-6-methyl-3-(trifluoromethyl)-5,6-dihydro-4H-cyclopenta[c]pyrazol-2-yl]ethanone